2-(6-(((1R,2S,3S,5S)-2-fluoro-1,5-dimethyl-8-azabicyclo[3.2.1]octan-3-yl)oxy)pyridazin-3-yl)-5-(1H-1,2,3-triazol-1-yl)phenol F[C@H]1[C@]2(CC[C@@](C[C@@H]1OC1=CC=C(N=N1)C1=C(C=C(C=C1)N1N=NC=C1)O)(N2)C)C